(R)-3-((S)-3-(3-(aminomethyl)phenyl)-1-(tert-butoxy)-1-oxopropan-2-yl)pyrrolidine-1-carboxylic acid tert-butyl ester C(C)(C)(C)OC(=O)N1C[C@H](CC1)[C@@H](C(=O)OC(C)(C)C)CC1=CC(=CC=C1)CN